tert-butyl (2-(naphthalen-2-yl) ethyl)(3-oxopropyl)carbamate C1=C(C=CC2=CC=CC=C12)CCN(C(OC(C)(C)C)=O)CCC=O